ClC=1SC=C(C1N)CF 2-chloro-4-(fluoromethyl)thiophen-3-amine